2-(2,6-dioxo-3-piperidyl)-5-[4-[[4-[2-[1-[4-[5-(1-methylcyclopropoxy)-1H-indazol-3-yl]-2-pyridyl]azetidin-3-yl]ethyl]-1-piperidyl]methyl]-1-piperidyl]isoindoline-1,3-dione O=C1NC(CCC1N1C(C2=CC=C(C=C2C1=O)N1CCC(CC1)CN1CCC(CC1)CCC1CN(C1)C1=NC=CC(=C1)C1=NNC2=CC=C(C=C12)OC1(CC1)C)=O)=O